N(=[N+]=[N-])C1=CC=C(C[C@@H]2[C@H]([C@H]([C@@H]([C@H](O2)/C=C/P(OCC)(OCC)=O)O[Si](C)(C)C)O[Si](C)(C)C)O[Si](C)(C)C)C=C1 diethyl ((E)-2-((2R,3R,4R,5R,6R)-6-(4-azidobenzyl)-3,4,5-tris((trimethylsilyl)oxy)tetrahydro-2H-pyran-2-yl)vinyl)phosphonate